FC=1C=C(C(=O)[O-])C=CC1 3-fluorobenzoate